1,4-diazidobutane N(=[N+]=[N-])CCCCN=[N+]=[N-]